(S)-2-amino-3-(furan-3-yl)propanoic acid N[C@H](C(=O)O)CC1=COC=C1